C(C)(=O)N(C1=C(C=C(C=C1)C1=CC=C(C=N1)C(=O)NCCC1=C(N=CS1)C)Cl)CC1CC1 6-[4-[acetyl(cyclopropylmethyl)amino]-3-chloro-phenyl]-N-[2-(4-methylthiazol-5-yl)ethyl]pyridine-3-carboxamide